(5-(cyclopropylamino)imidazo[1,2-c]pyrimidin-2-yl)methanol C1(CC1)NC1=NC=CC=2N1C=C(N2)CO